C(C)OC1=NC=CN=C1CC 2-Ethoxy-3-ethylpyrazine